C1(CC1)OC1=NC=NC=C1C(=O)NC1=C(C=CC=C1Cl)Cl 4-cyclopropoxy-N-(2,6-dichlorophenyl)pyrimidine-5-carboxamide